tert-Butyl 3-(2-(3-(5-cyanopyrazin-2-ylamino)-1H-pyrazol-5-yl)-3-methoxyphenoxy)propylcarbamate C(#N)C=1N=CC(=NC1)NC1=NNC(=C1)C1=C(OCCCNC(OC(C)(C)C)=O)C=CC=C1OC